Methyl 5-((dimethylamino)methyl)-2-sulfamoylbenzoate CN(C)CC=1C=CC(=C(C(=O)OC)C1)S(N)(=O)=O